5-nitro-N-phenyl-benzamide [N+](=O)([O-])C=1C=CC=C(C(=O)NC2=CC=CC=C2)C1